FC=1C=C(C=CC1OC1=C2C(=NC=C1)NC(N2C)=O)C2=NN(C(=C2C(=O)N)C(F)(F)F)C2=CC=CC=C2 (3-fluoro-4-((1-methyl-2-keto-2,3-dihydro-1H-imidazo[4,5-b]pyridin-7-yl)oxy)phenyl)-1-phenyl-5-(trifluoromethyl)-1H-pyrazole-4-carboxamide